(2R)-2-Amino-N-[6-[2-(difluoromethyl)-1H-pyrrolo[2,3-b]pyridin-4-yl]-2-methoxy-3-pyridyl]-4,4-dimethyl-pentanamide N[C@@H](C(=O)NC=1C(=NC(=CC1)C1=C2C(=NC=C1)NC(=C2)C(F)F)OC)CC(C)(C)C